N-{5-[(1R,3R)-3-[4-(trifluorometh-yl)phenyl]cyclobutoxy]-1H-indol-3-yl}-1H-pyrazole-5-carboxamide FC(C1=CC=C(C=C1)C1CC(C1)OC=1C=C2C(=CNC2=CC1)NC(=O)C1=CC=NN1)(F)F